N-(5-{1-[(2E)-2-(aminomethyl)-3-fluoroprop-2-en-1-yl]-5-oxo-1,5-dihydro-4H-1,2,4-triazol-4-yl}-4-methyl-2,4'-bipyridin-2'-yl)acetamide NC/C(/CN1N=CN(C1=O)C=1C(=CC(=NC1)C1=CC(=NC=C1)NC(C)=O)C)=C\F